FC=1C=2N(C=C(C1)C1=CNC=3N=C(N=CC31)NC(C)C)C(=CN2)C 5-(8-fluoro-3-methylimidazo[1,2-a]pyridin-6-yl)-N-isopropyl-7H-pyrrolo[2,3-d]pyrimidin-2-amine